FC1(C(CN(CC1)C(C(=O)NC=1SC2=C(N1)C=C1C(=C2)OC(O1)(F)F)C)C=1C=NC(=C(C1)C=O)OC)F 2-(4,4-difluoro-3-(5-formyl-6-methoxypyridin-3-yl)piperidin-1-yl)-N-(2,2-difluoro-[1,3]dioxolo[4',5':4,5]benzo[1,2-d]thiazol-6-yl)propanamide